FC(C(=O)O)(F)F.N1(CCNCC1)C1=NC=C(C=C1C1=NOC=N1)C(F)(F)F (2-(piperazin-1-yl)-5-(trifluoromethyl)pyridin-3-yl)-1,2,4-oxadiazole trifluoroacetate